mono-ethyl cyclohexyl citraconate C(\C(\C)=C/C(=O)OC1CCCCC1)(=O)OCC